BrC1=C(C(=O)C(C(=O)[O-])=O)C=C(C=C1)OC(F)(F)F 2-(2-bromo-5-(trifluoromethoxy) benzoyl)-2-oxoacetate